NC=1C(=NC(=CN1)C1=C(C=C(C=C1)NC(C(O)C1=CC(=CC(=C1)F)F)=O)CC)C(=O)NC(C)C 3-amino-6-(4-(2-(3,5-difluorophenyl)-2-hydroxyacetamido)-2-ethylphenyl)-N-isopropylpyrazine-2-carboxamide